BrC1=NC=CC(=C1)N1C(C2=CC(=C(C=C2C(=N1)C1=CC(=C(C=C1)Cl)Cl)C)C)=O 2-(2-bromo-4-pyridyl)-4-(3,4-dichlorophenyl)-6,7-dimethyl-phthalazin-1-one